phosphorus triiodide phosphorus (III) iodine [I+].[P+3].P(I)(I)I